methyl 2-(1-hydroxyethyl)isonicotinate OC(C)C=1C=C(C(=O)OC)C=CN1